benzyl (2-(5-(chlorocarbonyl)-6-((4-methoxybenzyl)amino)pyrazin-2-yl)ethyl)(methyl)carbamate ClC(=O)C=1N=CC(=NC1NCC1=CC=C(C=C1)OC)CCN(C(OCC1=CC=CC=C1)=O)C